N-(carboxyphenyl)methacrylamide C(=O)(O)C1=C(C=CC=C1)NC(C(=C)C)=O